(3aR)-1,3a,8-trimethyl-1,2,3,3a,8,8a-hexahydropyrrolo(2,3-b)indol-5-yl phenyl-carbamate tartrate C(=O)(O)C(O)C(O)C(=O)O.C1(=CC=CC=C1)NC(OC=1C=C2[C@@]3(C(N(C2=CC1)C)N(CC3)C)C)=O